BrC1=C2N=CC=NC2=CC=C1NC=1N(CCN1)C(=O)N 2-((5-bromoquinoxalin-6-yl)amino)-4,5-dihydro-1H-imidazole-1-carboxamide